C=C\C=C/CCCCCCC(CCC)OC(C)=O acetic acid-(Z)-11-tetradecadienyl ester